(azetidin-3-yloxy)(oxan-2-ylmethyl)amine hydrochloride Cl.N1CC(C1)ONCC1OCCCC1